N[C@@H](CO)[C@@H](\C=C\CCCCCCCCCCCCCCCCCCCCCCCC)O (E,2S,3R)-2-aminononacosane-4-ene-1,3-diol